C(C1=CC=C(C=C1)C1=NC=C(C=C1)[Si](C)(C)C)([2H])([2H])[2H] 2-(4-(methyl-d3)phenyl)-5-(trimethylsilyl)pyridine